C(OCC1=CC=CC=C1)(OC1=C(C(=C(C(=C1F)F)F)F)F)=O benzyl (pentafluorophenyl) carbonate